Acrylic Acid 2-Hydroxy-3-Chloropropyl Ester OC(COC(C=C)=O)CCl